CN(C)\C=C(/C(=O)OC)\C(CC(=O)[O-])=O methyl (Z)-2-((dimethylamino) methylene)-3-oxopentanedioate